2-(trimethylsilyl)ethyl (R,E)-3-((3-aminopent-1-en-1-yl)sulfonyl)azetidine-1-carboxylate N[C@@H](/C=C/S(=O)(=O)C1CN(C1)C(=O)OCC[Si](C)(C)C)CC